COC1=C(C=CC(=C1)OC)CNC(=O)C(CN1C(C2=CC=CC(=C2C1)C=1C=C2C(=NN(C2=CC1)C(=O)OC(C)(C)C)C1=CC=CC=C1)=O)=C tert-butyl 5-[2-[2-[(2,4-dimethoxyphenyl)methylcarbamoyl]allyl]-1-oxo-isoindolin-4-yl]-3-phenyl-indazole-1-carboxylate